(S)-5-(trifluoromethyl)-N-(1-(3-(2-(trifluoromethyl)pyridin-4-yl)-1,2,4-oxadiazol-5-yl)ethyl)picolinamide FC(C=1C=CC(=NC1)C(=O)N[C@@H](C)C1=NC(=NO1)C1=CC(=NC=C1)C(F)(F)F)(F)F